FCC(CC)=O fluoro-n-butaneOne